(E)-2-(2-methylbenzylidene)-1-tetralone CC1=C(\C=C/2\C(C3=CC=CC=C3CC2)=O)C=CC=C1